C(C(=C)C)(=O)OCC1=C(C=C(C=C1F)F)F 2,4,6-trifluorobenzyl methacrylate